ethyl 3-piperidineformate N1CC(CCC1)C(=O)OCC